Sulfoquinoxaline-13C6 S(=O)(=O)(O)[13C]1=NC2=C[13CH]=[13CH][13CH]=[13C]2N=[13CH]1